CC1=CC=C(C(=N1)O[C@H]1[C@H](CCC1)CCC=O)S(=O)(=O)N1[C@@H](CCC1)C(=O)OC |o1:8,9| methyl ((6-methyl-2-(((1R*,2R*)-2-(3-oxopropyl)cyclopentyl)oxy)pyridin-3-yl)sulfonyl)-L-prolinate